N1N=CC=2N(CCCC21)C(C)=O 1-{1H,4H,5H,6H,7H-pyrazolo[4,3-b]pyridin-4-yl}ethan-1-one